N4-(2-aminoethyl)-2-methyl-N6-[5-(4-pyridyl)thiazol-2-yl]pyrimidine-4,6-diamine NCCNC1=NC(=NC(=C1)NC=1SC(=CN1)C1=CC=NC=C1)C